(S)-N-(5-cyano-4-((1-(methylthio)propan-2-yl)amino)pyridin-2-yl)-7-formyl-6-((4-methyl-2-oxopiperazin-1-yl)methyl)-3,4-dihydro-1,8-naphthyridine-1(2H)-carboxamide C(#N)C=1C(=CC(=NC1)NC(=O)N1CCCC2=CC(=C(N=C12)C=O)CN1C(CN(CC1)C)=O)N[C@H](CSC)C